tert-butyl (3S)-3-[(1R)-1-hydroxy-2-[[4-(morpholine-4-carbonyl)benzoyl]-amino]ethyl]-7-[[1-(2-trimethylsilylethoxymethyl)pyrazol-4-yl]methoxy]-3,4-dihydro-1H-isoquinoline-2-carboxylate O[C@H](CNC(C1=CC=C(C=C1)C(=O)N1CCOCC1)=O)[C@H]1N(CC2=CC(=CC=C2C1)OCC=1C=NN(C1)COCC[Si](C)(C)C)C(=O)OC(C)(C)C